bis-[3-(trimethoxysilyl)-propyl]-ethylenediamine CO[Si](CCCNCCNCCC[Si](OC)(OC)OC)(OC)OC